Ethyl 3-((1-(2-(3-azabicyclo[3.1.0]hexan-3-yl)-3,6-dimethyl-4-oxo-3,4-dihydroquinazolin-8-yl)ethyl)amino)-6-fluoropicolinate C12CN(CC2C1)C1=NC2=C(C=C(C=C2C(N1C)=O)C)C(C)NC=1C(=NC(=CC1)F)C(=O)OCC